benzylidene(1,3-bis(2,4,6-trimethylphenyl)-2-imidazolidinylidene)dichloro(tricyclohexylphosphine) ruthenium [Ru].C(C1=CC=CC=C1)=C1C(C(CCC1(Cl)Cl)P(C1CCCCC1)C1CCCCC1)=C1N(CCN1C1=C(C=C(C=C1C)C)C)C1=C(C=C(C=C1C)C)C